ClC1=C(C=C(C=C1)OC)C1=CC(=C(S1)C(=O)OC)NC(NC1=CN=CC2=CC=C(C=C12)C(=O)OC)=O methyl 4-(3-(5-(2-chloro-5-methoxyphenyl)-2-(methoxycarbonyl)thiophen-3-yl)ureido)isoquinoline-6-carboxylate